COC1=CC2=C(N(C=N2)C2=NC(=C(C(=O)N)C=C2)NC2=CC=CC=C2)C=C1OC 6-(5,6-Dimethoxy-benzoimidazol-1-yl)-2-phenylamino-nicotinamide